6-(4-Fluoro-1-((3'-methoxy-[1,1'-biphenyl]-4-yl)methyl)-1H-indol-7-carboxamido)spiro-[3.3]heptan FC1=C2C=CN(C2=C(C=C1)C(=O)NC1CC2(CCC2)C1)CC1=CC=C(C=C1)C1=CC(=CC=C1)OC